5-chloro-N-(3,5-difluoro-4-{2-[(2-methoxyethyl)amino]pyrido[2,3-d]pyrimidin-6-yl}pyridin-2-yl)-2-methoxypyridine-3-sulfonamide ClC=1C=C(C(=NC1)OC)S(=O)(=O)NC1=NC=C(C(=C1F)C1=CC2=C(N=C(N=C2)NCCOC)N=C1)F